C(C)(C)(C)OC(=O)N1CC2=C(C=C(C=C2CC1)C=O)Br.CC1=CC(=NC=C1)N1C=NC(=C1)[N+](=O)[O-] 4-methyl-2-(4-nitro-1H-imidazol-1-yl)pyridine t-butyl-8-bromo-6-formyl-3,4-dihydroisoquinoline-2(1H)-carboxylate